2-methyl-2-((((1-methyl-2-phenyl-1H-indol-3-yl)methylene)amino)oxy)propionic acid CC(C(=O)O)(C)ON=CC1=C(N(C2=CC=CC=C12)C)C1=CC=CC=C1